FC(C=1C=CC=2N(N1)C(=CN2)C2=CC(=NC=N2)N2CC(CC2)C(=O)N)F 1-(6-(6-(difluoromethyl)imidazo[1,2-b]pyridazin-3-yl)pyrimidin-4-yl)pyrrolidine-3-carboxamide